N-((5-chloro-6-(thiophen-3-ylmethoxy)-1H-indol-2-yl)methyl)-1-methylcyclopropane-1-carboxamide ClC=1C=C2C=C(NC2=CC1OCC1=CSC=C1)CNC(=O)C1(CC1)C